COC(=O)C=1C=C(C2=C(N(C(=N2)C)C/C(=C/CN)/F)C1)C1=CC=C(C=C1)S(N(C)C)(=O)=O (Z)-1-(4-amino-2-fluorobut-2-en-1-yl)-4-(4-(N,N-dimethylsulfamoyl)phenyl)-2-methyl-1H-benzo[d]imidazole-6-carboxylic acid methyl ester